C(C(CO)OP(=O)([O-])[O-])O.[Mg+2] magnesium β-glycerophosphate